C(C)(C)(C)OC(=O)N[C@@H](CCCCNC(N)=O)C(=O)O N2-(tert-Butoxycarbonyl)-N6-carbamoyl-L-lysine